(5R*)-tert-butyl 5-(hydroxymethyl)-5,6,9,10-tetrahydro-4H-isoxazolo[3,4-c]pyrido[4',3':3,4]pyrazolo[1,5-a]azepine-11(12H)-carboxylate OC[C@@H]1CC=2C(C=3N(C1)N=C1C3CN(CC1)C(=O)OC(C)(C)C)=NOC2 |o1:2|